C(C#CCCCCC)O 2-Octyn-1-ol